C(=CC1=CC=CC=C1)S(=O)(=O)O.C1OC=2SC=CC2OC1 ethylenedioxythiophene styrenesulfonate